O[C@@H]([C@@H](C(=O)N[C@@H](CC(C)C)B1OC([C@@H]2CSC[C@@H](C(O1)=O)N2C)=O)NC(C2=NC(=CC=C2)C2=CC=CC=C2)=O)C N-((2S,3R)-3-hydroxy-1-(((R)-3-methyl-1-((1R,7R)-11-methyl-2,6-dioxo-3,5-dioxa-9-thia-11-aza-4-borabicyclo[5.3.1]undecan-4-yl)butyl)amino)-1-oxobutan-2-yl)-6-phenylpicolinamide